FC(C)(F)C1=NN2C(S1)=NC(=C2)C2=CC=1C(=NC=CC1O2)O 2-(2-(1,1-difluoroethyl)imidazo[2,1-b][1,3,4]thiadiazol-6-yl)furo[3,2-c]pyridin-4-ol